ClC=1C(=NC=C(C1)C(F)(F)F)NC(=O)N[C@@H](C)C=1N(N=CN1)C1=NC=CC=N1 1-[3-chloro-5-(trifluoromethyl)-2-pyridyl]-3-[(1S)-1-(2-pyrimidin-2-yl-1,2,4-triazol-3-yl)ethyl]urea